NC1=CC=C(C=N1)C1=NN(C(=C1C)NC(=O)N[C@@H]1CN(C[C@H]1C1=CC(=C(C=C1)F)F)CCOC)C1=CC=CC=C1 1-(3-(6-aminopyridin-3-yl)-4-methyl-1-phenyl-1H-pyrazol-5-yl)-3-((3s,4r)-4-(3,4-difluorophenyl)-1-(2-methoxyethyl)pyrrolidin-3-yl)urea